N-[(9H-fluoren-9-ylmethoxy)carbonyloxy]succinimide tert-butyl-(2R,5S)-2-[2-[3-(dimethylamino)-1-bicyclo[1.1.1]pentanyl]-1,3-benzothiazol-5-yl]-5-methyl-piperidine-1-carboxylate C(C)(C)(C)OC(=O)N1[C@H](CC[C@@H](C1)C)C=1C=CC2=C(N=C(S2)C23CC(C2)(C3)N(C)C)C1.C1=CC=CC=3C2=CC=CC=C2C(C13)COC(=O)ON1C(CCC1=O)=O